C(C)(C)C1C=C(CC(C1O)C)C 6-isopropyl-2,4-dimethylcyclohex-4-en-1-ol